C(C1=CC=CC=C1)N(C[C@H](O)C1=CC(=CC=C1)F)CC1CCC(CC1)NS(=O)(=O)C N-((1R,4r)-4-((Benzyl((R)-2-(3-fluorophenyl)-2-hydroxyethyl)amino)methyl)-cyclohexyl)methanesulfonamide